1-(3-aminopropyl)-2-methyl-1H-imidazole dihydrochloride Cl.Cl.NCCCN1C(=NC=C1)C